6-chloro-8-(6,6-difluoro-2-azabicyclo[2.2.1]heptan-2-yl)imidazo[1,2-b]pyridazine ClC=1C=C(C=2N(N1)C=CN2)N2C1C(CC(C2)C1)(F)F